4-{4-[5-(methoxycarbonyl)-4,5-dihydro-1,2-oxazol-3-yl]-1,3-thiazol-2-yl}piperidinium chloride [Cl-].COC(=O)C1CC(=NO1)C=1N=C(SC1)C1CC[NH2+]CC1